ClC1=C2C(=C(N(C2=CC(=C1)C#N)C1CCC1)NC(CC(C)(C)C)=O)F N-(4-chloro-6-cyano-1-cyclobutyl-3-fluoro-1H-indol-2-yl)-3,3-dimethylbutyramide